OCCC=C(C(=O)O)C.C(C=C)(=O)O.C(C=C)(=O)O.C(C=C)(=O)O.CC(COC(C)COC(C)CO)O tripropylene glycol triacrylate (2-hydroxyethyl-methacrylate)